CC1=C(C(=O)N(N1C)C2=CC=CC=C2)N(C)CS(=O)(=O)O The molecule is a pyrazole that is antiipyrine substituted at C-4 by a methyl(sulfomethyl)amino group, the sodium salt of which, metamizole sodium, was widely used as a powerful analgesic and antipyretic, but withdrawn from many markets from the 1970s due to a risk of causing risk of causing agranulocytosis. It has a role as an antipyretic, an antirheumatic drug, a non-narcotic analgesic, a non-steroidal anti-inflammatory drug, a peripheral nervous system drug, a prodrug and a cyclooxygenase 3 inhibitor. It is a member of pyrazoles and an amino sulfonic acid. It derives from an antipyrine. It is a conjugate acid of a metamizole(1-).